N1N=CC=C1N(C(CCC1=CC=C(C=C1)C)=O)CC=1SC=CC1 N-(1H-pyrazol-5-yl)-N-(thiophen-2-ylmethyl)-3-p-tolylpropionamide